ClCCC(C)=O 4-CHLOROBUTAN-2-ONE